1-(2-piperazin-1-ylethyl)pyrrole-2,5-dione N1(CCNCC1)CCN1C(C=CC1=O)=O